N-(4-(4-(2-(4-Fluorophenyl)acetyl)-1,4-diazepane-1-carbonyl)phenyl)quinoline-8-sulfonamide FC1=CC=C(C=C1)CC(=O)N1CCN(CCC1)C(=O)C1=CC=C(C=C1)NS(=O)(=O)C=1C=CC=C2C=CC=NC12